OC1=C(C=CC=C1)C1=NN(C(=N1)C1=C(C=CC=C1)O)C1=C(C(=O)O)C=CC=C1 (3,5-bis(2-hydroxyphenyl)-1H-1,2,4-triazol-1-yl)benzoic acid